[NH4+].P(=O)(OC(C(C(C(C(C(F)(F)F)(F)F)(F)F)(F)F)(F)F)(F)F)(OCC)[O-] perfluorohexyl ethyl phosphate ammonium salt